(3aR,4R,6aS)-4-((tert-butyldiphenylsilyl)oxy)-2-methoxyhexahydro-2H-cyclopenta[b]furan-6-ol [Si](C1=CC=CC=C1)(C1=CC=CC=C1)(C(C)(C)C)O[C@@H]1CC([C@H]2OC(C[C@H]21)OC)O